Br.C(CC(C)C)N1C(NCC1)=N 1-Isopentylimidazolin-2-imine Hydrobromide